2-(1,2-Dihydroxypropan-2-yl)-N'-((3-methyl-2-(trifluoromethyl)-6,7-dihydro-5H-cyclopenta[b]pyridin-4-yl)carbamoyl)thiazole-5-sulfonimidamide OCC(C)(O)C=1SC(=CN1)S(=O)(N)=NC(NC1=C2C(=NC(=C1C)C(F)(F)F)CCC2)=O